C1(=CC=CC=C1)C(=O)C(C)(C)O phenyl-(2-hydroxy-2-propyl)ketone